C(C)(CC)C1=CC=C2C=CC=C(C2=C1)C 7-secondary butyl-1-methylnaphthalene